FC(C1=NN=C(O1)C1=CC(=C(C=C1F)CN1N=C(N=N1)C1=CC2=C(N(C(=N2)N)C)C=C1)F)F 5-[2-[[4-[5-(Difluoromethyl)-1,3,4-oxadiazol-2-yl]-2,5-difluorophenyl]methyl]tetrazol-5-yl]-1-methylbenzimidazol-2-amine